C(C1CO1)OCCC[Si](OC1=CC=CC=C1)(C)CCCOCC1CO1 bis(gamma-glycidoxypropyl)methylphenoxysilane